5-((6-((4-chloro-3-(methylsulfonyl)phenyl)ethynyl)-5-fluoropyridin-2-yl)oxy)-1H-1,2,3-triazole-4-carboxylic acid ClC1=C(C=C(C=C1)C#CC1=C(C=CC(=N1)OC1=C(N=NN1)C(=O)O)F)S(=O)(=O)C